1-{3-methyl-4-(oxiranylmethoxy)phenyl}-4-{4-(oxiranylmethoxy)phenyl}benzene CC=1C=C(C=CC1OCC1OC1)C1=CC=C(C=C1)C1=CC=C(C=C1)OCC1OC1